methyl 1-(4-(1-(2,6-dichlorophenyl)azetidin-3-yl)-2,6-diisopropylbenzyl)piperidine-4-carboxylate ClC1=C(C(=CC=C1)Cl)N1CC(C1)C1=CC(=C(CN2CCC(CC2)C(=O)OC)C(=C1)C(C)C)C(C)C